BrC1=NC(=CC=C1)OC1CNCC1 2-bromo-6-(pyrrolidin-3-yloxy)pyridine